C(C)(C)(C)C1=CC=C(C=C1)[C@H]1C[C@@H](NCC1)C |o1:10,12| (2S*,4R*)-4-(4-(tert-Butyl)phenyl)-2-methylpiperidine